2-(4-fluoro-2-methylphenoxy)-N-(2-methoxypyridin-4-yl)-4-(trifluoromethyl)-5-vinylbenzamide FC1=CC(=C(OC2=C(C(=O)NC3=CC(=NC=C3)OC)C=C(C(=C2)C(F)(F)F)C=C)C=C1)C